C1N(CCC2=CC=CC=C12)[C@@H]1[C@H](CN(CC1)C(=O)C1=CC(=NC=C1F)NC1CCN(CC1)C(=O)OC)O methyl 4-((4-((3S,4S)-4-(3,4-dihydroisoquinolin-2(1H)-yl)-3-hydroxypiperidine-1-carbonyl)-5-fluoropyridin-2-yl)amino)piperidine-1-carboxylate